COC1=CC=C2CC(C=3C=NOC3C2=C1)C 8-methoxy-4-methyl-4,5-dihydronaphtho[2,1-d]isoxazol